(2S)-1-(3-(3-chloro-8,9-dihydropyrido[3',2':4,5]pyrrolo[1,2-a]pyrazin-7(6H)-yl)-2-methyl-3-oxopropoxy)propan ClC1=CC=2C=C3N(CCN(C3)C([C@H](COCCC)C)=O)C2N=C1